CC1(CC1)OC1=CC2=C(NN=C2C=C1)C1=CC(=NC=N1)N1CCC(CC1)CN1CCN(CC1)CC1CCN(CC1)C=1C=C2CN(C(C2=CC1)=O)C1C(NC(CC1)=O)=O 3-[5-[4-[[4-[[1-[6-[5-(1-methylcyclopropoxy)-2H-indazol-3-yl]pyrimidin-4-yl]-4-piperidyl]methyl]piperazin-1-yl]methyl]-1-piperidyl]-1-oxo-isoindolin-2-yl]piperidine-2,6-dione